(2S,4R)-2-((1H-1,2,3-triazol-1-yl)methyl)-4-(5-(2-methoxyphenyl)oxazole-2-carboxamido)pyrrolidine-1-carboxylic acid tert-butyl ester C(C)(C)(C)OC(=O)N1[C@@H](C[C@H](C1)NC(=O)C=1OC(=CN1)C1=C(C=CC=C1)OC)CN1N=NC=C1